CC(CCN)(CCCCCN)C 3,3-dimethyl-1,8-octanediamine